N1=C2C(=CC(=C1)C)C(=O)OC2=O 5-picoline-2,3-dicarboxylic anhydride